5-bromo-7-(4-morpholinyl)-thieno[2,3-c]pyridine-2-carbaldehyde BrC=1C=C2C(=C(N1)N1CCOCC1)SC(=C2)C=O